CC1=CC2=C(N=C(N=C2NCCCC2=CC=C(C=C2)C2=CC=C(C=C2)OC(F)(F)F)C2=NC=NC=C2)S1 6-methyl-2-(pyrimidin-4-yl)-N-(3-(4'-(trifluoromethoxy)-[1,1'-biphenyl]-4-yl)propyl)thieno[2,3-d]pyrimidin-4-amine